4-(2-(4-Methylpiperazin-1-yl)ethoxy)isoindolin CN1CCN(CC1)CCOC1=C2CNCC2=CC=C1